Ethyl 4-(2-(1H-imidazol-1-yl)acetamido)-2-hydroxybenzoate N1(C=NC=C1)CC(=O)NC1=CC(=C(C(=O)OCC)C=C1)O